C(C)(C)(C)[Si](C1=CC=CC=C1)(C1=CC=CC=C1)OCC1(CC1)COC=1N=C(C2=C(N1)C(=C(N=C2)Cl)F)N2CC(CCC2)(F)F tert-butyl-[[1-[[7-chloro-4-(3,3-difluoro-1-piperidyl)-8-fluoro-pyrido[4,3-d]pyrimidin-2-yl]oxymethyl]cyclopropyl]methoxy]-diphenyl-silane